C(C)C1=CC=C(C=N1)OC1=C(C=C(C=C1)NC=1C2=C(N=CN1)C=CC(=N2)N2CCN(CC2)C(C=C)=O)C 1-(4-(4-((4-((6-ethylpyridin-3-yl)oxy)-3-methylphenyl)amino)pyrido[3,2-d]pyrimidin-6-yl)piperazin-1-yl)prop-2-en-1-one